(S)-2-fluoro-4-(3-(2-fluoro-4-(3-methoxypyrrolidin-1-yl)phenyl)-7-(2,6-diazaspiro[3.3]heptan-2-yl)-3H-imidazo[4,5-b]pyridin-2-yl)benzonitrile FC1=C(C#N)C=CC(=C1)C1=NC=2C(=NC=CC2N2CC3(C2)CNC3)N1C1=C(C=C(C=C1)N1C[C@H](CC1)OC)F